methyl 2-cyclopropyl-2-hydroxyacetate C1(CC1)C(C(=O)OC)O